NC1=NN2C(C=C(C=C2)C=2C=C(C(=NC2)C)C(=O)NCC2=C(C=CC=C2F)OCC2CC2)=N1 5-{2-amino-[1,2,4]triazolo[1,5-a]pyridin-7-yl}-N-{[2-(cyclopropylmethoxy)-6-fluorophenyl]methyl}-2-methylpyridine-3-carboxamide